(S)-5-(5-methyl-4-oxo-3-(2-oxo-2-(phenethylamino)acetamido)-2,3,4,5-tetrahydrobenzo[b][1,4]oxazepin-7-yl)pent-4-ynoic acid CN1C2=C(OC[C@@H](C1=O)NC(C(NCCC1=CC=CC=C1)=O)=O)C=CC(=C2)C#CCCC(=O)O